[Cl-].C(CCCCCCCCC)[N+](C)(C)CCCCCCO N-decyl-N-(6-hydroxyhexyl)-N,N-dimethylammonium chloride